3-hydroxymethylphenyl-boric acid OCC=1C=C(C=CC1)OB(O)O